(R)-2-hydroxy-N-(4-nitrophenyl)2-phenylacetamide O[C@@H](C(=O)NC1=CC=C(C=C1)[N+](=O)[O-])C1=CC=CC=C1